N1[C@@H](CC1)COC=1C=CC(=C(C(=O)NC2(CC2)C2=C3C=CC(=NC3=CC(=C2)C2=NC=C(C=N2)OC)C)C1)C (S)-5-(Azetidin-2-ylmethoxy)-N-(1-(7-(5-methoxypyrimidin-2-yl)-2-methylquinolin-5-yl)cyclopropyl)-2-methylbenzamide